ClC=1C=C(C=CC1)C1=CC(=CC=C1C)C=NS(=O)(=O)C1=CC=C(C=C1)C N-((3'-chloro-6-methylbiphenyl-3-yl)methylene)-4-methylbenzenesulfonamide